3-(5-((4-trifluoromethylbenzyl)-amino)-2-methyl-4-oxoquinazolin-3(4H)-yl)piperidine-2,6-dione FC(C1=CC=C(CNC2=C3C(N(C(=NC3=CC=C2)C)C2C(NC(CC2)=O)=O)=O)C=C1)(F)F